CC(C)(C)C=1C=C(C(=O)N)C=C(C1O)C 3-(1,1-dimethylethyl)-4-hydroxy-5-methylbenzamide